C(CCCCCCCCCCCCCCCCC)OC=1C=CC=NC1 5-octadecyloxypyridine